(1R,4R)-4-((S)-5H-Imidazo[5,1-a]isoindol-5-yl)-2,2-dimethylcyclobutan-1-ol C=1N=CN2C1C1=CC=CC=C1[C@@H]2[C@H]2CC([C@@H]2O)(C)C